ClC=1C(=NC=CC1C=1C(=C(C=CC1)NC(C1=NC=C(C=C1)CN(C)CCO)=O)C)C1=CC(=C(C=C1)CNC[C@@H]1NC(CC1)=O)OC (R)-N-(3-(3-chloro-2-(3-methoxy-4-((((5-oxopyrrolidin-2-yl)methyl)amino)methyl)phenyl)pyridin-4-yl)-2-methylphenyl)-5-(((2-hydroxyethyl)(methyl)amino)methyl)picolinamide